C(C)N(CC)CC.NC1=CC=C(CS(=O)(=O)O)C=C1 p-aminotoluenesulfonic acid-triethylamine salt